(2S,4S)-2-methyl-4-((2-(((methylsulfonyl)oxy)methyl)pyrimidin-4-yl)oxy)piperidine-1-carboxylic acid tert-butyl ester C(C)(C)(C)OC(=O)N1[C@H](C[C@H](CC1)OC1=NC(=NC=C1)COS(=O)(=O)C)C